2-(2-((5'-(1-aminoisoquinolin-5-yl)-2',3'-dihydrospiro[cyclopentane-1,1'-indene]-3'-yl)oxy)-4-fluorophenyl)acetic acid NC1=NC=CC2=C(C=CC=C12)C=1C=C2C(CC3(C2=CC1)CCCC3)OC3=C(C=CC(=C3)F)CC(=O)O